C(C(O)CC(=O)[O-])(=O)[O-].CC=1C=C(C=NC1C)[C@H]1[NH+](CCC1)C.CC=1C=C(C=NC1C)[C@H]1[NH+](CCC1)C (2S)-2-(5,6-dimethylpyridin-3-yl)-1-methylpyrrolidin-1-ium malate